O=C1NC(CCC1C1=CC=C(C=N1)NC(CN1[C@H](CN(CC1)C(=O)OC(C)(C)C)C(F)(F)F)=O)=O (3R)-tert-Butyl 4-(2-((6-(2,6-dioxopiperidin-3-yl)pyridin-3-yl)amino)-2-oxoethyl)-3-(trifluoromethyl)piperazine-1-carboxylate